2-(1-(2-hydroxyethyl)-1H-indol-4-yl)-6,7-dimethoxy-4-(piperidine-1-carbonyl)isoquinolin-1(2H)-one OCCN1C=CC2=C(C=CC=C12)N1C(C2=CC(=C(C=C2C(=C1)C(=O)N1CCCCC1)OC)OC)=O